4-(4-(2-aminobenzo[d]oxazol-5-yl)-6-morpholino-1,3,5-triazin-2-yl)piperazine-1-carboxylic acid tert-butyl ester C(C)(C)(C)OC(=O)N1CCN(CC1)C1=NC(=NC(=N1)C=1C=CC2=C(N=C(O2)N)C1)N1CCOCC1